tert-butyl 3,3-difluoro-4-[6-fluoro-1-[1-[(4-methoxyphenyl)methyl]-2,6-dioxo-3-piperidyl]-3-methyl-2-oxo-benzimidazol-5-yl]piperidine-1-carboxylate FC1(CN(CCC1C1=CC2=C(N(C(N2C)=O)C2C(N(C(CC2)=O)CC2=CC=C(C=C2)OC)=O)C=C1F)C(=O)OC(C)(C)C)F